CON=C(C(=O)NC)C1=C(C=CC=C1)C=NOC(C)C1=CC(=CC=C1)C(F)(F)F α-[methoxyimino]-N-methyl-2-[[[1-[3-(trifluoromethyl)phenyl]ethoxy]imino]-methyl]benzeneacetamide